4-((((2S,4R)-2-methyl-1-propionyl-1,2,3,4-tetrahydroquinolin-4-yl)amino)phenyl)piperidine-1-carboxamide C[C@@H]1N(C2=CC=CC=C2[C@@H](C1)NC1=C(C=CC=C1)C1CCN(CC1)C(=O)N)C(CC)=O